FC1(CC=C(CCC1)B1OC(C(O1)(C)C)(C)C)F 2-(4,4-difluorocyclohept-1-en-1-yl)-4,4,5,5-tetramethyl-1,3,2-dioxaborolane